(12Z)-20-oleoyloxy-eicosa-12-enol C(CCCCCCC\C=C/CCCCCCCC)(=O)OCCCCCCC\C=C/CCCCCCCCCCCO